FC1=CC=C(C=C1)N1C(N(C=C(C1=O)C(=O)NC1=CC=C(NC2=CC=NC3=CN=C(C=C23)C(=O)NOCCO)C=C1)C(C)C)=O 4-[4-[[3-(4-fluorophenyl)-1-isopropyl-2,4-dioxo-pyrimidine-5-carbonyl]amino]anilino]-N-(2-hydroxyethoxy)-1,7-naphthyridine-6-carboxamide